N-[[6-[(4,6-dimethyl-2-pyridyl)amino]-2-pyridyl]sulfonyl]-2-(2,2,4-trimethylpyrrolidin-1-yl)pyridine-3-carboxamide CC1=CC(=NC(=C1)C)NC1=CC=CC(=N1)S(=O)(=O)NC(=O)C=1C(=NC=CC1)N1C(CC(C1)C)(C)C